ClC=1C=C2C(=CC(=NC2=CC1)C(F)(F)F)N[C@@H]1C[C@@H](CCC1)NC(=O)C=1C=NNC1CC N-[(1R,3S)-3-{[6-chloro-2-(trifluoromethyl)quinolin-4-yl]amino}cyclohexyl]-5-ethyl-1H-pyrazole-4-carboxamide